FC=1C=C(C=CC1OC)C1=CC=C(C=C1)C(=O)O 3'-fluoro-4'-methoxy-[1,1'-biphenyl]-4-carboxylic Acid